BrCC(Cl)C1=CC=C(C=C1)C 1-(2-Bromo-1-chloroethyl)-4-methylbenzene